C(C)(C)(C)NCC(O)C1=CC(=C(C=C1)O)CO 4-[2-(tert-butylamino)-1-hydroxyethyl]-2-(hydroxymethyl)-phenol